N=1N=CN(C1)C1=CC(=C2C=NNC2=C1)OCCOCCCCNCC=1C=C(OCCO)C=C(C1)OC(F)(F)F 2-(3-(((4-(2-((6-(4H-1,2,4-triazol-4-yl)-1H-indazol-4-yl)oxy)ethoxy)butyl)amino)methyl)-5-(trifluoromethoxy)phenoxy)ethan-1-ol